C(#N)C=1C(=NC(=NC1)N[C@H]1CN(CCC1)C=1C=2N(C=CN1)C(=CN2)NC(C=C)=O)OC (R)-N-(8-(3-((5-cyano-4-methoxypyrimidin-2-yl)amino)piperidin-1-yl)imidazo[1,2-a]pyrazin-3-yl)acrylamide